ClC=1N=C(SC1C1=CC(=C2C=CC=NC2=C1)C1(CC1)NC(=O)C=1C=C(OC[C@H]2N(CC2)C(=O)OC(C)(C)C)C=CC1C)C tert-butyl (S)-2-((3-((1-(7-(4-chloro-2-methylthiazol-5-yl)quinolin-5-yl)cyclopropyl)carbamoyl)-4-methylphenoxy)methyl)azetidine-1-carboxylate